C(C1=CC=CC=C1)(=O)N1C=C([C@H]2[C@H](O)[C@H](O)[C@@H](CO)O2)C(NC1=O)=O 1-benzoylpseudouridine